tert-butyl N-(6-bromo-3-fluoro-2-methyl-4-pyridyl)-N-methyl-carbamate BrC1=CC(=C(C(=N1)C)F)N(C(OC(C)(C)C)=O)C